1,1-dimethyl-guanidine sulfate S(=O)(=O)(O)O.CN(C(=N)N)C